1,3-Bis-(2,4-diaminophenyl)propan NC1=C(C=CC(=C1)N)CCCC1=C(C=C(C=C1)N)N